(E)-6-(4-ethoxy-3-hydroxyphenyl)-N'-(2-fluoro-5-methoxybenzylidene)pyrazine-2-carbohydrazide C(C)OC1=C(C=C(C=C1)C1=CN=CC(=N1)C(=O)N/N=C/C1=C(C=CC(=C1)OC)F)O